Tert-butyl 7-(2-ethyl-5-methoxy-4-nitrophenyl)-2,7-diazaspiro[3.5]nonane-2-carboxylate C(C)C1=C(C=C(C(=C1)[N+](=O)[O-])OC)N1CCC2(CN(C2)C(=O)OC(C)(C)C)CC1